FC=1C=C2C(=C(NC2=C(C1)F)C1=CC=C(C=C1)C)C1CC(C1)N 3-[5,7-difluoro-2-(p-tolyl)-1H-indol-3-yl]cyclobutylamine